C(C)(=O)ON=C(C)C=1C=CC=2N(C3=CC=C(C=C3C2C1)C(C1=CC=CC=C1)=O)CC 1-(9-ethyl-6-benzoyl-9H-carbazol-3-yl)-ethanone 1-(O-acetyl oxime)